chloro-2-(3-(1,1-difluoro-2-methoxyethyl)-1H-1,2,4-triazol-5-yl)-5-methoxy-3-(1H-pyrazol-4-yl)-1H-pyrrolo[3,2-b]pyridine ClN1C(=C(C2=NC(=CC=C21)OC)C=2C=NNC2)C2=NC(=NN2)C(COC)(F)F